FC(C=1C(=C(C=CC1)[C@@H](C)NC1=C(C(=NC(=N1)OC)C(C(=O)[O-])F)C1OCCO1)F)F 2-(6-(((R)-1-(3-(difluoromethyl)-2-fluorophenyl) ethyl) amino)-5-(1,3-dioxolan-2-yl)-2-methoxypyrimidin-4-yl)-2-fluoroacetate